(Z)-3-methyl-5-phenylpent-2-enenitrile C/C(=C/C#N)/CCC1=CC=CC=C1